O1C(=CC=C1)C1=CC=C(C=C1)CNC(=O)C1N(C(CN(C1)CC1=NC=CC=N1)C)C(C(C)C)=O N-{[4-(furan-2-yl)phenyl]methyl}-6-methyl-1-(2-methylpropanoyl)-4-[(pyrimidin-2-yl)methyl]piperazine-2-carboxamide